1-morpholinopropan-1-one O1CCN(CC1)C(CC)=O